(R)-methyl (5-((2-amino-2,4-dimethylpentyl)oxy)-4-(trifluoromethyl)-[2,4'-bipyridin]-2'-yl)carbamate N[C@@](COC=1C(=CC(=NC1)C1=CC(=NC=C1)NC(OC)=O)C(F)(F)F)(CC(C)C)C